2-(2-chlorophenyl)-2-(4-cyclopropyl-2-pyridyl)-N-(methylthiocarbamoyl)acetamide ClC1=C(C=CC=C1)C(C(=O)NC(NC)=S)C1=NC=CC(=C1)C1CC1